C1(CC1)CN1N=NC2=NN(C(C(=C21)C2=CC=C(C=C2)C2CC2)=O)C2=CC1=CN(N=C1C=C2)C 1-(cyclopropylmethyl)-7-(4-cyclopropylphenyl)-5-(2-methyl-2H-indazol-5-yl)-1,5-dihydro-6H-[1,2,3]triazolo[4,5-c]pyridazin-6-one